(R)-N-(2,2,2-trifluoro-1-(4-(trifluoromethyl)phenyl)ethyl)imidazo[1,2-b]pyridazine-3-sulfonamide FC([C@@H](C1=CC=C(C=C1)C(F)(F)F)NS(=O)(=O)C1=CN=C2N1N=CC=C2)(F)F